1-[4-(aminoxy)butyl]-uracil O(N)CCCCN1C(=O)NC(=O)C=C1